6-Methyl-10-(2-methyl-pyridin-3-yl)-6,7-dihydro-4,6-diaza-dibenzo[a,c]cyclohepten-5-one CN1CC2=C(C3=C(C1=O)N=CC=C3)C=C(C=C2)C=2C(=NC=CC2)C